BrC1=CC=C(C=C1)C1(CCC1)C=1N=C(SC1)N 4-(1-(4-bromophenyl)cyclobutyl)thiazol-2-amine